1,2,3,4-tetrahydro-beta-carboline-1-carboxylic acid C1(NCCC=2C3=CC=CC=C3NC12)C(=O)O